ClC1=NC(=NC=2N1N=CC2C(C)C)SC 4-Chloro-8-isopropyl-2-(methylsulfanyl)pyrazolo[1,5-a][1,3,5]triazine